The molecule is the L-enantiomer of 4-hydroxyleucine. It is a 4-hydroxyleucine and a L-leucine derivative. It is an enantiomer of a 4-hydroxy-D-leucine. CC(C)(C[C@@H](C(=O)O)N)O